ethyl 5-[3-(1,3,5-trimethylpyrazol-4-yl)pyrazolo[1,5-a]pyridin-5-yl]furan-3-carboxylate CN1N=C(C(=C1C)C=1C=NN2C1C=C(C=C2)C2=CC(=CO2)C(=O)OCC)C